BrC=1C=CC=2N(C1)C(=CN2)C2=NC(=NC=C2Cl)NC2CCC(CC2)N (1r,4r)-N1-(4-(6-Bromoimidazo[1,2-a]pyridin-3-yl)-5-chloropyrimidin-2-yl)cyclohexane-1,4-diamine